7-[2-(2-amino-thiazol-4-yl)-pent-2-enoylamino]-3-carbamoyloxymethyl-8-oxo-5-thia-1-azabicyclo[4.2.0]oct-2-ene-2-carboxylic acid NC=1SC=C(N1)C(C(=O)NC1C2SCC(=C(N2C1=O)C(=O)O)COC(N)=O)=CCC